(R)-7-((6-((3-fluoroazetidin-1-yl)methyl)-5-(tetrahydrofuran-3-yl)pyridin-2-yl)amino)-4-(7-fluoro-imidazo[1,2-a]pyridin-3-yl)isoindolin-1-one FC1CN(C1)CC1=C(C=CC(=N1)NC=1C=CC(=C2CNC(C12)=O)C1=CN=C2N1C=CC(=C2)F)[C@@H]2COCC2